trans-5-(2-(3,4-Difluoro-5-methoxyphenyl)cyclopropyl)-2-(3-methoxypyridin-2-yl)pyrimidine FC=1C=C(C=C(C1F)OC)[C@H]1[C@@H](C1)C=1C=NC(=NC1)C1=NC=CC=C1OC